ClC1=CNC2=C(C=CC(=C12)Cl)NS(=O)(=O)C1=CC=C(C=C1)S(=O)(=O)NCC1=CC=C(C(=O)N(CC)CC)C=C1 4-(((4-(N-(3,4-dichloro-1H-indol-7-yl)sulfamoyl)phenyl)sulfonamido)methyl)-N,N-diethylbenzamid